N(C(=O)N)N1OC=CC1 N-ureido-isoxazole